FS(C1=CC=C(C=C1)N1C=CC2=CC(=CC=C12)NC(C=C)=O)(F)(F)(F)F N-(1-(4-(pentafluoro-λ6-sulfanyl)phenyl)indol-5-yl)-acrylamide